2-(4-ethoxyphenyl)-5,7-dimethyl-6-phenyl-2,6-dihydro-1H-pyrrolo[3,4-d]pyridazin-1-one C(C)OC1=CC=C(C=C1)N1N=CC=2C(C1=O)=C(N(C2C)C2=CC=CC=C2)C